C(C)(C)(C)NS(=O)(=O)C=1C=C(C=CC1)NC(C1=C(C=C(C=C1N1CCC2(CC2)CC1)S(NCCO)(=O)=O)C)=O N-(3-(N-(tert-butyl)sulfamoyl)phenyl)-4-((2-hydroxyethyl)sulfamoyl)-2-methyl-6-(6-azaspiro[2.5]octane-6-yl)benzamide